5-(2-{6-[(3R)-3-Aminopiperidine-1-carbonyl]-3-methylpyrazolo[1,5-a]pyridin-2-yl}-1-(cyclopropylmethyl)-1H-pyrrolo[2,3-b]pyridin-6-yl)-2,3-dihydro-1H-isoindol-1-one N[C@H]1CN(CCC1)C(=O)C=1C=CC=2N(C1)N=C(C2C)C2=CC=1C(=NC(=CC1)C=1C=C3CNC(C3=CC1)=O)N2CC2CC2